ethyl 2-(2-(2-cyclopropylbenzoyl)hydrazineyl)-2-oxoacetate C1(CC1)C1=C(C(=O)NNC(C(=O)OCC)=O)C=CC=C1